N1(CCNCC1)C1CCN(CC1)C1=NC=C(C(=O)N2CCC(CC2)CCCCNC(\C=C\C=2C=NC=CC2)=O)C=C1 (E)-N-(4-(1-(6-(4-(piperazin-1-yl)piperidin-1-yl)nicotinoyl)piperidin-4-yl)butyl)-3-(pyridin-3-yl)acrylamide